bis(beta-mercaptoethylthio)methane SCCSCSCCS